O[C@@]1(CN(CC1)C1=C(C=C(C=C1)C(F)(F)F)NC(=O)C=1OC(=CC1)C1=CC=NC=C1)C (S)-N-(2-(3-hydroxy-3-methylpyrrolidin-1-yl)-5-(trifluoromethyl)-phenyl)-5-(pyridin-4-yl)furan-2-carboxamide